NC1=NC=2C=C(C(=CC2C2=C1N(N=C2)C)C(=O)N([C@@H]2CCC1=NC(=CC=C12)C(F)(F)F)C)F 4-amino-7-fluoro-N,3-dimethyl-N-((5R)-2-(trifluoromethyl)-6,7-dihydro-5H-cyclopenta[b]pyridin-5-yl)-3H-pyrazolo[3,4-c]quinoline-8-carboxamide